(4-Cyclopropylphenyl)(6-(methyl(7H-pyrrolo[2,3-d]pyrimidin-4-yl)amino)-2-azaspiro[3.3]heptan-2-yl)methanon C1(CC1)C1=CC=C(C=C1)C(=O)N1CC2(C1)CC(C2)N(C=2C1=C(N=CN2)NC=C1)C